o-Xylylendiamin C=1(C(=CC=CC1)CN)CN